N2-[1-[1-(Difluoromethyl)pyrazol-3-yl]cyclobutyl]-6-(1H-indazol-6-yl)-1,3,5-triazine-2,4-diamine FC(N1N=C(C=C1)C1(CCC1)NC1=NC(=NC(=N1)N)C1=CC=C2C=NNC2=C1)F